(R)-N-(5-(5-((1-benzyl-3-cyanopyrrolidin-3-yl)methoxy)-2-methylpyridin-4-yl)pyrazolo[1,5-a]pyridin-2-yl)cyclopropanecarboxamide C(C1=CC=CC=C1)N1C[C@](CC1)(C#N)COC=1C(=CC(=NC1)C)C1=CC=2N(C=C1)N=C(C2)NC(=O)C2CC2